COC=1C=C2C(=NC1C1C(CC3=CC=CC=C13)O)C=NN2 (6-methoxy-1H-pyrazolo[4,3-b]pyridin-5-yl)-2,3-dihydro-1H-inden-2-ol